[C@H]12CN(C[C@H](CC1)N2)C2=NC(=NC1=C(C(=CC=C21)C=2C=C(C=C1CCC(C21)C)O)F)OC[C@]21CCCN1C[C@@H](C2)F 7-(4-((1R,5S)-3,8-diazabicyclo[3.2.1]octan-3-yl)-8-fluoro-2-(((2R,7aS)-2-fluorotetrahydro-1H-pyrrolizin-7a(5H)-yl)methoxy)quinazolin-7-yl)-1-methyl-2,3-dihydro-1H-inden-5-ol